CC(C)C=1OCCN1 2-(1'-methylethyl)-oxazoline